C(C)OC(=O)C=1C=NN2C1C=C(C=C2)C2=CC(=NN2C2=NC(=CC=C2)C)NC 5-(3-(methylamino)-1-(6-methylpyridin-2-yl)-1H-pyrazol-5-yl)pyrazolo[1,5-a]pyridine-3-carboxylic acid ethyl ester